C[C@]12CC[C@H]3[C@H]([C@@H]1C[C@H]([C@@H]2O)[18F])CCC4=C3C=CC(=C4)O 18F-fluoroestradiol